C1(CCCC1)C(C)(O)C1=CN(C=C1)C 3-(1-cyclopentyl-1-hydroxyethyl)-1-methyl-1H-pyrrole